FC=1C=C(C=CC1F)CN1CCN(CC1)C(=O)NC1=NC=C(C=C1)O 4-[(3,4-difluorophenyl)methyl]-N-(5-hydroxypyridin-2-yl)piperazine-1-carboxamide